4-phenyl-1H-1,2,4-triazol-5(4H)-one C1(=CC=CC=C1)N1C=NNC1=O